COC=1C=C2CCN(CC2=CN1)C(=O)C1=C(OC=2N=CN=C(C21)NC2(CC2)C)C 5-(6-methoxy-1,2,3,4-tetrahydro-2,7-naphthyridine-2-carbonyl)-6-methyl-N-(1-methylcyclopropyl)furo[2,3-d]pyrimidin-4-amine